2-(2-methoxystyryl)-4,6-bis(trichloromethyl)-1,3,5-triazine COC1=C(C=CC2=NC(=NC(=N2)C(Cl)(Cl)Cl)C(Cl)(Cl)Cl)C=CC=C1